NC1=C(C(=CC(=C1)C(C)(C)C)C(C)(C)C)O 2-amino-4,6-di-tert-butylphenol